(S)-6-(1-amino-1,3-dihydrospiro[indene-2,4'-piperidine]-1'-yl)-3-(1-(2-amino-5-(trifluoromethyl)pyridin-3-yl)vinyl)-1,5-dihydro-4H-pyrazole N[C@@H]1C2=CC=CC=C2CC12CCN(CC2)C2=C(C=C(C(=N2)N)C(=C)C2=NNCC2)C(F)(F)F